O(S(=O)(=O)C(F)(F)F)CCCC normal butyl triflate